ethylidenedimelamine C(C)(NC1=NC(=NC(=N1)N)N)NC1=NC(=NC(=N1)N)N